1,1'-bis(trimethylammoniopropyl)-ferrocene dichloride [Cl-].[Cl-].C[N+](C)(C)CCC[C-]1C=CC=C1.[C-]1(C=CC=C1)CCC[N+](C)(C)C.[Fe+2]